4-(but-1-en-2-yl)-1-methylcyclohex-1-ene C=C(CC)C1CC=C(CC1)C